tert-Butyl 4-hydroxy-2,2-dimethyl-pyrrolidine-1-carboxylate OC1CC(N(C1)C(=O)OC(C)(C)C)(C)C